C1(CC1)NC(C([C@H](C[C@H]1C(NCC1)=O)NC(=O)[C@@H]1CC2(CC2)CCN1C(=O)C1CC2=CC=CC=C2C1)O)=O (5S)-N-((2S)-4-(cyclopropylamino)-3-hydroxy-4-oxo-1-((S)-2-oxopyrrolidin-3-yl)butan-2-yl)-6-(2,3-dihydro-1H-indene-2-carbonyl)-6-azaspiro[2.5]octane-5-carboxamide